CP(O)(=O)CCC(=O)O methyl(2-carboxyethyl)phosphinic acid